1-(pyridin-4-yl)ethanamine N1=CC=C(C=C1)C(C)N